2,4-di-tert-butyl-o-phosphinophenol C(C)(C)(C)C1(C(C=CC(=C1)C(C)(C)C)O)P